SCC(C(=O)NCCC(=O)O)CC1=CC=CC=C1 N-[2-(mercaptomethyl)-1-oxo-3-phenylpropyl]-β-alanine